COC(C1=CC(=C(C(=C1)[N+](=O)[O-])NC(CO)CC=C)[N+](=O)[O-])=O 4-((1-hydroxypent-4-en-2-yl)amino)-3,5-dinitrobenzoic acid methyl ester